C(CCCCCCC(C)C)C(C(=O)O)(CCCC(=O)O)CCCCCCCC(C)C.C(CCCCC(=O)OCCCCCCCCCCC(C)C)(=O)OCCCCCCCCCCC(C)C diisotridecyl adipate (diisodecyl adipate)